4-(4-butylphenylsulfonamido)-3-(methoxycarbonyl)benzoic acid C(CCC)C1=CC=C(C=C1)S(=O)(=O)NC1=C(C=C(C(=O)O)C=C1)C(=O)OC